(4'-((2-(1,1-difluoroethyl)pyrimidin-4-yl)amino)-5-(difluoromethoxy)-[2,3'-bipyridyl]-6'-yl)acetamide FC(C)(F)C1=NC=CC(=N1)NC1=C(C=NC(=C1)CC(=O)N)C1=NC=C(C=C1)OC(F)F